2-(6-{5-chloro-2-[(oxazin-4-yl)amino]pyrimidin-4-yl}-4-fluoro-1-oxo-2,3-dihydro-1H-isoindol-2-yl)acetic acid ClC=1C(=NC(=NC1)NC1=CNOC=C1)C1=CC(=C2CN(C(C2=C1)=O)CC(=O)O)F